(S)-2-amino-3-cyclopropylpropan-1-ol hydrochloride Cl.N[C@H](CO)CC1CC1